C(=O)(O)CCCN1S(C=2N(C(C1)C(=O)O)C(C=C(C2C2=CC(=CC=C2)C(F)(F)F)CC2=CC=CC1=CC=CC=C21)=O)(=O)=O 2-(3-carboxypropyl)-8-(naphthalen-1-ylmethyl)-6-oxo-9-(3-(trifluoromethyl)phenyl)-3,4-dihydro-2H,6H-pyrido[1,2-e][1,2,5]thiadiazine-4-carboxylic acid 1,1-dioxide